ClC=1C=C(C=CC1)C(C(C1CCCCC1)OC(N[C@H](C(N[C@H](C=O)C[C@H]1C(NCC1)=O)=O)CC1=CC=CC=C1)=O)(F)F ((S)-1-oxo-1-(((S)-1-oxo-3-((S)-2-oxopyrrolidin-3-yl)propan-2-yl)amino)-3-phenylpropane-2-yl)carbamic acid 2-(3-chlorophenyl)-1-cyclohexyl-2,2-difluoroethyl ester